(S)-2-(methylamino)-3-(thiophen-3-yl)propanoic acid CN[C@H](C(=O)O)CC1=CSC=C1